2,7-dimethyl-1,10-phenanthroline CC1=NC2=C3N=CC=C(C3=CC=C2C=C1)C